3-[4-(1,1-Difluoroethyl)-2-methoxy-phenyl]-6-[[(3R)-1-ethyl-3-piperidyl]amino]-4-methyl-1,2,4-triazin-5-one FC(C)(F)C1=CC(=C(C=C1)C1=NN=C(C(N1C)=O)N[C@H]1CN(CCC1)CC)OC